CC(C(=O)OC)CCCCCC Methyl 2-Methyloctanoate